[W].[Rb] rubidium-tungsten